BrCCC(F)(F)F 3-bromo-1,1,1-trifluoropropane